[1,2,3]triazole N1N=NC=C1